[Si](C1=CC=CC=C1)(C1=CC=CC=C1)(C(C)(C)C)OCC[C@H](CCC)NC=1C2=C(N=C(N1)NC(=O)OC)C=NN2CC=2C(=CC(=NC2)C(=O)OC)OC methyl (S)-5-((7-((1-((tert-butyldiphenylsilyl)-oxy)hexan-3-yl)amino)-5-((methoxycarbonyl)amino)-1H-pyrazolo[4,3-d]pyrimidin-1-yl)methyl)-4-methoxypicolinate